OC=1C=C2COC(C2=CC1)=O 5-Hydroxyisobenzofuran-1(3H)-one